1-(2,2-Difluoroethyl)-N-(5-(3,3-dimethyl-1-(4-methyl-4H-1,2,4-triazol-3-yl)cyclobutyl)-2-fluorophenyl)-5-((isobutylamino)methyl)-2-oxo-1,2-dihydropyridine-3-carboxamide FC(CN1C(C(=CC(=C1)CNCC(C)C)C(=O)NC1=C(C=CC(=C1)C1(CC(C1)(C)C)C1=NN=CN1C)F)=O)F